C(C)OC=1C(=C(C=CC1)C=1NC=CN1)O 2-(3-ethoxy-2-hydroxyphenyl)imidazole